2-hydroxy-3-(4-((5-isopropyl-8-(3-((methylsulfonyl)methyl)azetidin-1-yl)isoquinolin-3-yl)amino)pyrimidin-2-yl)benzaldehyde TFA salt OC(=O)C(F)(F)F.OC1=C(C=O)C=CC=C1C1=NC=CC(=N1)NC=1N=CC2=C(C=CC(=C2C1)C(C)C)N1CC(C1)CS(=O)(=O)C